(tert-butyl 2-(2-(4-((2-(2,4-dihydroxy-5-isopropylbenzoyl) isoindolin-5-yl) methyl) piperazin-1-yl) ethoxy) ethyl) carbamate C(N)(OCC(OCCN1CCN(CC1)CC=1C=C2CN(CC2=CC1)C(C1=C(C=C(C(=C1)C(C)C)O)O)=O)C(C)(C)C)=O